5-Chlorothiazole-4-carboxamide ClC1=C(N=CS1)C(=O)N